2-(2-carboxyacetylamino)benzoic acid C(=O)(O)CC(=O)NC1=C(C(=O)O)C=CC=C1